tert-butyl 2-[[(E)-N-[[(2S)-2-(tert-butoxycarbonylamino)-3-oxazol-2-yl-propanoyl]amino]-C-methyl-carbonimidoyl]amino]-4,5-dimethyl-thiophene-3-carboxylate C(C)(C)(C)OC(=O)N[C@H](C(=O)N\N=C(/C)\NC=1SC(=C(C1C(=O)OC(C)(C)C)C)C)CC=1OC=CN1